4-(2-Aminopropan-2-yl)-6-((2-(2-fluoroprop-2-yl)pyrimidin-4-yl)amino)-2,7-naphthyridin-1(2H)-one NC(C)(C)C1=CNC(C2=CN=C(C=C12)NC1=NC(=NC=C1)C(C)(C)F)=O